2-(cyano methyl)piperazin-1-carboxylate C(#N)CC1N(CCNC1)C(=O)[O-]